((difluoromethoxy)methyl)-2-methyl-1,2,4,7-tetrahydro-3H-pyrrolo[3',2':5,6]Pyridino[3,4-b]pyrazin-3-one FC(OCN1C2=C(NC(C1C)=O)C=NC1=C2C=CN1)F